FC1=C2CN(C(C2=CC(=C1C1CCN(CC1)CC1=CC=C(C=C1)C(F)(F)F)F)=O)C1C(NC(CC1)=O)=O 3-(4,6-difluoro-1-oxo-5-(1-(4-(trifluoromethyl)benzyl)piperidin-4-yl)isoindolin-2-yl)piperidine-2,6-dione